1-((3-(2-methoxyethoxy)phenyl)sulfonyl)-5-(2-fluoro-4-hydroxyphenyl)-1H-pyrrole COCCOC=1C=C(C=CC1)S(=O)(=O)N1C=CC=C1C1=C(C=C(C=C1)O)F